5-(4-(azepan-4-yloxy)pyrazolo[1,5-a]pyrazin-6-yl)-1-methylpyridin-2(1H)-one N1CCC(CCC1)OC=1C=2N(C=C(N1)C=1C=CC(N(C1)C)=O)N=CC2